N1=CC=C(C=C1)C1=C2C=CC(C(=C3C=CC(=C(C=4C=CC(=C(C5=CC=C1N5)C5=CC=NC=C5)N4)C4=CC=NC=C4)N3)C3=CC=NC=C3)=N2.[Cu] copper tetra(4-pyridyl)porphyrin